C(CCC)CC(C)=O butylacetone